FC(OC1=CC(=NN1S(=O)(=O)C1=CC=C(C)C=C1)NC1=CN=CC(=N1)C1CC(CC1)=O)F 3-(6-((5-(difluoromethoxy)-1-tosyl-1H-pyrazol-3-yl)amino)pyrazin-2-yl)cyclopentan-1-one